C(C1=CC=CC=C1)OC1=NC(=CC=C1C1=NN(C2=CC(=C(C=C12)F)C=1CCN(CC1)C(=O)OC(C)(C)C)C)OCC1=CC=CC=C1 tert-butyl 4-[3-(2,6-dibenzyloxy-3-pyridyl)-5-fluoro-1-methyl-indazol-6-yl]-3,6-dihydro-2H-pyridine-1-carboxylate